N-decylammonium [tetrakis(perfluorophenyl) borate] FC1=C(C(=C(C(=C1F)F)F)F)[B-](C1=C(C(=C(C(=C1F)F)F)F)F)(C1=C(C(=C(C(=C1F)F)F)F)F)C1=C(C(=C(C(=C1F)F)F)F)F.C(CCCCCCCCC)[NH3+]